1-(1,3-benzodioxol-4-yl)-N-[(5-phenyl-3-furyl)methyl]methanamine O1COC2=C1C=CC=C2CNCC2=COC(=C2)C2=CC=CC=C2